methylenediacetone C(CC(C)=O)CC(C)=O